ClC=1C=NN(C1C(=O)NC1N=CC=CC1(C#CC1=CC=CC=C1)F)C1CC(C1)C#N 4-chloro-1-(3-cyanocyclobutyl)-N-(3-fluoro-3-(phenylethynyl)pyridin-2-yl)-1H-pyrazole-5-carboxamide